tert-butyl-4-(1-(2-((5-acrylamido-4-((2-(dimethylamino)ethyl)(methyl)amino)-2-methoxybenzeneyl)amino)pyrimidin-4-yl)-3,3-dimethyl-2,3-dihydro-1H-pyrrolo[3,2-b]pyridin-5-yl)-1H-pyrazole C(C)(C)(C)N1N=CC(=C1)C1=CC=C2C(=N1)C(CN2C2=NC(=NC=C2)NC2=C(C=C(C(=C2)NC(C=C)=O)N(C)CCN(C)C)OC)(C)C